CC1(NC(CCC1)(C)C)C 2,2,6,6-tetramethylpiperidin